disodium 3-(N-carboxymethyldodecylamino)propane-1-sulfonate C(=O)(O)CN(CCCS(=O)(=O)[O-])CCCCCCCCCCCC.[Na+].[Na+].C(=O)(O)CN(CCCCCCCCCCCC)CCCS(=O)(=O)[O-]